FC1(CC(C1)[C@H](O)C1=CC=2C(=NC(=CN2)C2=CC=3C(N=C2)=NN(C3)C)S1)F (S)-(3,3-difluorocyclobutyl)(3-(2-methyl-2H-pyrazolo[3,4-b]pyridin-5-yl)thieno[2,3-b]pyrazin-6-yl)methanol